C(CS(=O)(=O)[O-])S(=O)(=O)[O-].FC(C=1C=C(C=C(C1)C(F)(F)F)S(=O)(=O)OC1=CC=C(C=C1)[S+](C1=CC=CC=C1)C1=CC=C(C=C1)OS(=O)(=O)C1=CC(=CC(=C1)C(F)(F)F)C(F)(F)F)(F)F.FC(C=1C=C(C=C(C1)C(F)(F)F)S(=O)(=O)OC1=CC=C(C=C1)[S+](C1=CC=CC=C1)C1=CC=C(C=C1)OS(=O)(=O)C1=CC(=CC(=C1)C(F)(F)F)C(F)(F)F)(F)F bis[bis[4-(3,5-di(trifluoromethyl)-benzenesulfonyloxy)phenyl]phenylsulfonium] ethanedisulfonate